7-(6-(methyl(2,2,6,6-tetramethylpiperidin-4-yl)amino)pyridazin-3-yl)quinoxalin-6-ol hydrochloride salt Cl.CN(C1=CC=C(N=N1)C1=C(C=C2N=CC=NC2=C1)O)C1CC(NC(C1)(C)C)(C)C